tris[2-tert-butyl-4-(3-tert-butyl-4-hydroxy-5-methylphenyl mercapto)-5-methylphenyl] phosphite P(OC1=C(C=C(C(=C1)C)SC1=CC(=C(C(=C1)C)O)C(C)(C)C)C(C)(C)C)(OC1=C(C=C(C(=C1)C)SC1=CC(=C(C(=C1)C)O)C(C)(C)C)C(C)(C)C)OC1=C(C=C(C(=C1)C)SC1=CC(=C(C(=C1)C)O)C(C)(C)C)C(C)(C)C